N-(5-chloro-2-((5-cyanopyridin-3-yl)methoxy)-4-((2,2'-dimethyl-3'-(prop-2-yn-1-yloxy)-[1,1'-biphenyl]-3-yl)methoxy)benzyl)-N-methylglycine ClC=1C(=CC(=C(CN(CC(=O)O)C)C1)OCC=1C=NC=C(C1)C#N)OCC=1C(=C(C=CC1)C1=C(C(=CC=C1)OCC#C)C)C